ethyl 7-[4-fluoro-2-(2-methoxyethoxy) phenyl]-4-oxo-5H-thieno[3,2-c]pyridine-6-carboxylate FC1=CC(=C(C=C1)C=1C2=C(C(NC1C(=O)OCC)=O)C=CS2)OCCOC